Cl(=O)(=O)(=O)[O-].[K+] kalium perchlorate